5-(2-hydroxyethoxymethyl)bicyclo[2.2.1]hept-2-ene OCCOCC1C2C=CC(C1)C2